CC1=CC(=NC(=N1)C(F)(F)F)N1CC2(C=3C=NC(=CC31)NC(C)=O)CC2 N-(1'-(6-methyl-2-(trifluoromethyl)pyrimidin-4-yl)-1',2'-dihydrospiro[cyclopropane-1,3'-pyrrolo[3,2-c]pyridin]-6'-yl)acetamide